O(C=1C(C(=C(N(C1)C=CCCCCCCCCCCCCCCCC)CC)O)=O)C=1C(C(=C(N(C1)C=CCCCCCCCCCCCCCCCC)CC)O)=O 5,5'-oxybis(N-octadecenyl-2-ethyl-3-hydroxypyridin-4-one)